ClC=1N=C(C2=C(N1)NC=C2)C2=CC=C(C=C2)C=NCCCN(C)C 2-Chloro-4-{4-[(3-dimethylaminopropyl)iminomethyl]phenyl}-7H-pyrrolo[2,3-d]pyrimidine